The molecule is an organic sodium salt which is the disodium salt of clathsterol disulfonic acid. It is obtained from the extract of a sponge Clathria sp. and acts as an inhibitor of HIV-1 reverse transcriptase (RT). It has a role as a metabolite and a HIV-1 reverse transcriptase inhibitor. It is an organic sodium salt and a butyrate ester. It contains a clathsterol(2-). CCCC(=O)OC([C@@H](C)[C@H]1[C@H]([C@@H]([C@@H]2[C@@]1(CC[C@H]3[C@H]2CCC4[C@@]3(C[C@@H]([C@H](C4)OS(=O)(=O)[O-])OS(=O)(=O)[O-])C)C)OC(=O)C)O)C(C(CC)C(C)C)OC(=O)CCC.[Na+].[Na+]